N[C@@H]1C2=CC=CC=C2CC12CCN(CC2)C2=C(N=C1C(=N2)NN=C1)CO (S)-(6-(1-amino-1,3-dihydrospiro[indene-2,4'-piperidin]-1'-yl)-1H-pyrazolo[3,4-b]pyrazin-5-yl)methanol